CC(COC1OCCCC1)(C)OC1=CC(=NC=C1)[Sn](CCCC)(CCCC)CCCC 4-{[2-methyl-1-(oxan-2-yloxy)propan-2-yl]oxy}-2-(tributylstannyl)pyridine